2-ethoxy-1-(5-(1-(piperidin-1-yl)ethyl)furan-2-yl)prop-2-en-1-one C(C)OC(C(=O)C=1OC(=CC1)C(C)N1CCCCC1)=C